3-nitro-4-methoxybenzeneboronic acid [N+](=O)([O-])C=1C=C(C=CC1OC)B(O)O